FC=1C=C2CCC3(C2=CC1)C(C3)C(=O)O trans-5'-fluoro-2',3'-dihydrospiro[cyclopropane-1,1'-indene]-2-carboxylic acid